CC1(OC2=C(C1)C=CC=C2OCC(=O)NC=2SC(=CN2)C(=O)NCC2CN(CC2)C(=O)OC(C)(C)C)C tert-Butyl 3-((2-(2-((2,2-dimethyl-2,3-dihydrobenzofuran-7-yl)oxy) acetamido)thiazole-5-carboxamido)methyl)pyrrolidine-1-carboxylate